4-(1-butylpentyl)pyridine C(CCC)C(CCCC)C1=CC=NC=C1